1-[5-amino-6-[benzyl(cyclopentyl)amino]-2-pyridyl]butan-1-ol NC=1C=CC(=NC1N(C1CCCC1)CC1=CC=CC=C1)C(CCC)O